3-[(3-ethoxy-3-oxo-propionyl)amino]Piperazine-2-carboxylic acid methyl ester COC(=O)C1NCCNC1NC(CC(=O)OCC)=O